C(C=C)OC1=CSC2=C(N=C(C(=C21)C=C)C)Cl 3-(allyloxy)-7-chloro-5-methyl-4-vinylthieno[2,3-c]pyridine